FC(OC=1C(=CC(=C(N)C1)F)F)F 5-(difluoromethoxy)-2,4-difluoroaniline